methyl 2-bromo-5-((4-((3-chlorobenzyl)amino)-5-methylpyrimidin-2-yl)amino)benzoate BrC1=C(C(=O)OC)C=C(C=C1)NC1=NC=C(C(=N1)NCC1=CC(=CC=C1)Cl)C